4,5-diamino-1-benzylpyrazole NC=1C=NN(C1N)CC1=CC=CC=C1